5-[1-(2H3)methyl-1H-pyrazol-4-yl]-2-{3-[methyl(2,2,6,6-tetramethylpiperidin-4-yl)amino]-1,2,4-triazin-6-yl}phenol C(N1N=CC(=C1)C=1C=CC(=C(C1)O)C1=CN=C(N=N1)N(C1CC(NC(C1)(C)C)(C)C)C)([2H])([2H])[2H]